tert-butyl (3R,4R)-3-fluoro-4-((7-methoxy-4-(1-methyl-3-phenyl-1H-pyrazol-4-yl)quinazolin-6-yl)oxy)piperidine-1-carboxylate F[C@@H]1CN(CC[C@H]1OC=1C=C2C(=NC=NC2=CC1OC)C=1C(=NN(C1)C)C1=CC=CC=C1)C(=O)OC(C)(C)C